The molecule is a twelve-membered cyclodepsipeptide composed of three repeating D-alpha-hydroxyisovaleryl-D-valyl-L-lactoyl-L-valyl units joined in sequence. An antibiotic found in several Streptomyces strains. It has a role as an antiviral agent, an antimicrobial agent, a potassium ionophore and a bacterial metabolite. It is a cyclodepsipeptide and a macrocycle. C[C@H]1C(=O)N[C@H](C(=O)O[C@@H](C(=O)N[C@@H](C(=O)O[C@H](C(=O)N[C@H](C(=O)O[C@@H](C(=O)N[C@@H](C(=O)O[C@H](C(=O)N[C@H](C(=O)O[C@@H](C(=O)N[C@@H](C(=O)O1)C(C)C)C(C)C)C(C)C)C)C(C)C)C(C)C)C(C)C)C)C(C)C)C(C)C)C(C)C